(2S)-2-(5-Chloropyridin-2-yl)-10-methyl-2,3,7,8,9,10-hexahydro-[1,4]dioxino[2,3-H]isoquinoline ClC=1C=CC(=NC1)[C@@H]1OC2=C(C=CC=3CCNC(C23)C)OC1